FC1=CC=C(C=C1)C(C)N1N=CC(=C1)[N+](=O)[O-] (1-(4-fluorophenyl)ethyl)-4-nitro-1H-pyrazole